ClC1=C(C=C2N=CC=NC2=C1)CC1=NC=CC(=C1N)N1CCN(CC1)C ((7-Chloroquinoxalin-6-yl)methyl)-4-(4-methylpiperazin-1-yl)pyridin-3-amine